ClC1=C(C=CC(=C1)Cl)[C@@H](C)C1=NN2C(N=CC=C2N)=N1 (R-1-(2,4-dichlorophenyl)ethyl)-[1,2,4]triazolo[1,5-a]pyrimidin-7-amine